N-(2-aminoethyl)-6-bromoimidazo[1,5-a]pyridine-1-carboxamide NCCNC(=O)C=1N=CN2C1C=CC(=C2)Br